3-oxa-cyclohexene-1-carboxylic acid C1(=COCCC1)C(=O)O